C(C)(C)OC(CCC(C)C)=O.ClNC(CCC(=O)N)=O N-chlorosuccinamide isopropyl-4-methyl-pentanoate